(3E,13E)-3,13-octadecadiene CC\C=C\CCCCCCCC\C=C\CCCC